(2-(ethoxymethoxy)-4-ethynylphenyl)-5-cyclopropyl-1,2,4-triazin-3-amine C(C)OCOC1=C(C=CC(=C1)C#C)C1=C(N=C(N=N1)N)C1CC1